C(#N)C1=CC=C(C=C1)N1N=C(C=C1C)C(=O)OCC ethyl 1-(4-cyanophenyl)-5-methyl-1H-pyrazole-3-carboxylate